6-bromo-8-methylphthalazin BrC=1C=C2C=NN=CC2=C(C1)C